1,4-bis(R-cyano-4-diphenylaminostyryl)-2,5-diphenylbenzene C(#N)C(=CC1=CC=C(C=C1)N(C1=CC=CC=C1)C1=CC=CC=C1)C1=C(C=C(C(=C1)C1=CC=CC=C1)C(=CC1=CC=C(C=C1)N(C1=CC=CC=C1)C1=CC=CC=C1)C#N)C1=CC=CC=C1